4-iodo-5-methoxy-1-((2-(trimethylsilyl)ethoxy)methyl)-1H-pyrrolo[2,3-b]Pyridine IC1=C2C(=NC=C1OC)N(C=C2)COCC[Si](C)(C)C